[3-[4-(3,5-Dimethylpyrazol-1-yl)phenyl]azetidin-1-yl]-[(3S)-3-(4H-1,2,4-triazol-3-yl)pyrrolidin-1-yl]methanone CC1=NN(C(=C1)C)C1=CC=C(C=C1)C1CN(C1)C(=O)N1C[C@H](CC1)C1=NN=CN1